2-(((2-(2,5-Dimethyl-1H-pyrrol-1-yl)ethyl)thio)carbonyl)benzoic acid CC=1N(C(=CC1)C)CCSC(=O)C1=C(C(=O)O)C=CC=C1